1-(3-azabicyclo[3.1.0]hexan-3-yl)-2-((2-(5-bromopyridin-2-yl)propan-2-yl)oxy)ethanone C12CN(CC2C1)C(COC(C)(C)C1=NC=C(C=C1)Br)=O